6-(benzylthio)-N,N-dimethylpyridazin-4-amine C(C1=CC=CC=C1)SC1=CC(=CN=N1)N(C)C